Cl.FC=1C=C(C=CC1OC)C1=CN=C2N1C=CN=C2NC2=CC(=C(C(=O)N(CCN1CCNCC1)C)C=C2)C 4-((3-(3-Fluoro-4-methoxy-phenyl)imidazo[1,2-a]pyrazin-8-yl)amino)-N,2-dimethyl-N-(2-(piperazin-1-yl)ethyl)benzamide hydrochloride